3,10-dichloro-14,14-dimethyl-14H-dibenzo[d,d']Fluoreno[3,2-b:6,7-b']Difuran ClC1=CC2=C(C3=C(O2)C=C2C4=CC=5OC6=C(C5C=C4C(C2=C3)(C)C)C=CC(=C6)Cl)C=C1